1-(2-methoxyethyl)-2,3-dihydro-1H-pyrido[2,3-b][1,4]oxazine-7-sulfonyl chloride COCCN1C2=C(OCC1)N=CC(=C2)S(=O)(=O)Cl